C(C)(C)(C)C=1C=CC=2NC3=CC=C(C=C3C2C1)C(C)(C)C 3,6-di(t-butyl)carbazole